CC1=CC(=NC=C1)[C@H]1C[C@H](C1)NC(OC(C)(C)C)=O tert-butyl ((cis)-3-(4-methylpyridin-2-yl)cyclobutyl)carbamate